COC1=CC(=C2C=CC=NC2=C1)C1(C(C1([2H])[2H])([2H])[2H])N 1-(7-Methoxyquinolin-5-yl)cyclopropan-2,2,3,3-d4-1-amine